1,3-dioxo-1,3-dihydro-2H-isoindol-2-yl (4S)-1-(tert-butoxycarbonyl)-4-methyl-L-prolinate C(C)(C)(C)OC(=O)N1[C@@H](C[C@@H](C1)C)C(=O)ON1C(C2=CC=CC=C2C1=O)=O